N1C=CC2=CC=CC(=C12)B1OC(C)(C)C(C)(C)O1 1H-indole-7-boronic pinacol ester